1-methyl-1-(2-(1-methyl-1H-imidazo[1,2-b]pyrazole-7-carbonyl)-2-azaspiro[3.3]heptan-6-yl)-3-(3-(trifluoromethyl)isoxazol-5-yl)urea CN(C(=O)NC1=CC(=NO1)C(F)(F)F)C1CC2(CN(C2)C(=O)C2=C3N(N=C2)C=CN3C)C1